[Cl-].C(CCCCCCCCCCCCCCCCCCC)[N+](C)(C)C Eicosanyl-trimethyl-ammonium chloride